ClC=1C=C(C(=NC1)NC1=CC=NN1C)C 5-chloro-3-methyl-N-(1-methyl-1H-pyrazol-5-yl)pyridin-2-amine